7-(4-(2-fluoro-6-methylphenyl)cyclohexyl)-3-methyl-5-((3-methylpyrazin-2-yl)methyl)pyrido[2,3-b]pyrazin-6(5H)-one FC1=C(C(=CC=C1)C)C1CCC(CC1)C1=CC=2C(=NC(=CN2)C)N(C1=O)CC1=NC=CN=C1C